tert-butyl ((3S,5S)-5-phenyl-1-(2,2,2-trifluoroacetyl)pyrrolidin-3-yl)carbamate C1(=CC=CC=C1)[C@@H]1C[C@@H](CN1C(C(F)(F)F)=O)NC(OC(C)(C)C)=O